CN(C=1C=C2N(C(N1)=O)C[C@H]1N2CCC1)CC1=C(C=C(C(=C1)F)F)F (S)-3-(methyl(2,4,5-trifluorobenzyl)amino)-7,8,8a,9-tetrahydropyrrolo[1',2':3,4]imidazo[1,2-c]pyrimidin-1(6H)-one